2'-methyl-spiro[4,5-dihydrothieno[2,3-C]pyran-7,4'-piperidine]-2-carbonitrile CC1NCCC2(C1)OCCC1=C2SC(=C1)C#N